BrC1=CC=C(C=C1)C1=CC(=CC(=N1)C1=CC=C(C#N)C=C1)C1=CC=CC=C1 4-[6-(4-bromophenyl)-4-phenylpyridin-2-yl]benzonitrile